[2-[[(3S,5R)-5-hydroxy-3-piperidyl]amino]-5-(trifluoromethyl)pyrimidin-4-yl]-1H-indole-6-carbonitrile O[C@@H]1C[C@@H](CNC1)NC1=NC=C(C(=N1)N1C=CC2=CC=C(C=C12)C#N)C(F)(F)F